N1(CCC1)C1CN(C1)C([C@H](C1=CC=C(C=C1)F)NS(=O)(=O)C1=CC=C(C=C1)OC(F)(F)F)=O N-[(1S)-2-[3-(azetidin-1-yl)azetidin-1-yl]-1-(4-fluorophenyl)-2-oxo-ethyl]-4-(trifluoromethoxy)benzenesulfonamide